Allyl (S)-(5-(benzyloxy)-2-(6-(((tert-butyldimethylsilyl)oxy)methyl)-4-(thiophen-2-yl)-1,2,3,6-tetrahydropyridine-1-carbonyl)-4-methoxyphenyl)-carbamate C(C1=CC=CC=C1)OC=1C(=CC(=C(C1)NC(OCC=C)=O)C(=O)N1CCC(=C[C@H]1CO[Si](C)(C)C(C)(C)C)C=1SC=CC1)OC